5-(5-(6,6-dimethyl-3-azabicyclo[3.1.0]hexane-3-carbonyl)pyridin-2-yl)-7-(trifluoro-methyl)benzofuran CC1(C2CN(CC12)C(=O)C=1C=CC(=NC1)C=1C=C(C2=C(C=CO2)C1)C(F)(F)F)C